(pyridin-2-ylmethylene)bis(4,1-phenylene) diacetate C(C)(=O)OC1=CC=C(C=C1)C(C1=CC=C(C=C1)OC(C)=O)C1=NC=CC=C1